The molecule is a dicarboxylic acid dianion obtained by the deprotonation of both the carboxy groups of acetylenedicarboxylic acid. It is a C4-dicarboxylate and a dicarboxylic acid dianion. It is a conjugate base of an acetylenedicarboxylate(1-). C(#CC(=O)[O-])C(=O)[O-]